COC1=CC=C(C(=O)N2C[C@@](CC2)(N2N=NNC2=O)COC2=CC=C(C=C2)C2=CC=C(C=C2)C#N)C=C1 |r| racemic-4'-((1-(4-methoxybenzoyl)-3-(5-oxo-4,5-dihydro-1H-tetrazol-1-yl)pyrrolidin-3-yl)methoxy)-[1,1'-biphenyl]-4-carbonitrile